C1([C@H]2[C@@H](C(=O)O1)CC=CC2)=O Cis-1,2,3,6-Tetrahydrophthalic anhydride